OC1C(C(C2(OC3=C(C21O)C(=CC=C3)OC)C3=CC=C(C=C3)OC)C3=CC=CC=C3)C(=O)[O-] 1,8b-dihydroxy-8-methoxy-3a-(4-methoxyphenyl)-3-phenyl-2,3,3a,8b-tetrahydro-1H-cyclopenta[b]benzofuran-2-carboxylate